Methyl (R)-2-((benzo[d]thiazol-5-ylmethyl)(3,3-dimethylbutan-2-yl)amino)-2-oxoacetate S1C=NC2=C1C=CC(=C2)CN(C(C(=O)OC)=O)[C@H](C)C(C)(C)C